ClC(CO[NH-])(Cl)Cl 2,2,2-trichloroethoxyamide